2-[[5-(4-Chloro-3-nitrophenyl)-2-furanyl]methylene]-2,3-dihydro-1H-inden-1-one ClC1=C(C=C(C=C1)C1=CC=C(O1)C=C1C(C2=CC=CC=C2C1)=O)[N+](=O)[O-]